(S)-10-((5-chloro-2-((R)-3-methylazepan-1-yl)pyrimidin-4-yl)amino)-2-cyclopropyl-3,3-difluoro-7-methyl-1,2,3,4-tetrahydro-[1,4]oxazepino[2,3-c]quinolin-6(7H)-one ClC=1C(=NC(=NC1)N1C[C@@H](CCCC1)C)NC1=CC=2C3=C(C(N(C2C=C1)C)=O)OCC([C@@H](N3)C3CC3)(F)F